Methyl 4-[3-(4-bromo-2-chloro-6-methylbenzoyl)-2,4-dihydro-1,3-benzoxazin-8-yl]-5-fluoro-2-(3-oxa-8-azabicyclo[3.2.1]octan-8-yl)benzoate BrC1=CC(=C(C(=O)N2COC3=C(C2)C=CC=C3C3=CC(=C(C(=O)OC)C=C3F)N3C2COCC3CC2)C(=C1)C)Cl